OC1(CC(C1)C(=O)N1CC2(C1)C[C@@H](CC2)C2=CC(=CC(=C2)OC(F)(F)F)C)C |r| (rac)-((1s,3s)-3-Hydroxy-3-methylcyclobutyl)(6-(3-methyl-5-(trifluoromethoxy)phenyl)-2-azaspiro[3.4]octan-2-yl)methanone